CC1=NC(=CC(=C1)CC1NCCC1)C 2,6-dimethyl-4-(pyrrolidin-2-ylmethyl)-pyridine